((6-methoxy-2-methylpyridin-3-yl)amino)-7-methyl-9-(tetrahydro-2H-pyran-4-yl)-7,9-dihydro-8H-purin-8-one COC1=CC=C(C(=N1)C)NC1=NC=C2N(C(N(C2=N1)C1CCOCC1)=O)C